(2,6-Dichlorophenyl)methane ClC1=C(C(=CC=C1)Cl)C